(3-mercaptopropyl)triethoxysilane Dibutyldithiophosphate Ammonium Salt [NH4+].C(CCC)SP(=S)(OCCCC)[O-].SCCC[Si](OCC)(OCC)OCC